(R)-6-chloro-3-((1-(2-cyano-3-(4-cyanophenyl)-7-methylquinoxalin-5-yl)ethyl)amino)picolinic acid ClC1=CC=C(C(=N1)C(=O)O)N[C@H](C)C1=C2N=C(C(=NC2=CC(=C1)C)C#N)C1=CC=C(C=C1)C#N